benzoic acid, cinnamate salt C(C=CC1=CC=CC=C1)(=O)O.C(C1=CC=CC=C1)(=O)O